4-(6-(4-(benzyloxy)phenyl)-7H-pyrrolo[2,3-d]pyrimidin-4-yl)-3,6-dihydropyridine-1(2H)-carboxylic acid tert-butyl ester C(C)(C)(C)OC(=O)N1CCC(=CC1)C=1C2=C(N=CN1)NC(=C2)C2=CC=C(C=C2)OCC2=CC=CC=C2